BrC1=C(CC2=NCCC3=CC(=C(C=C23)O)OC)C=CC=C1 1-(2-bromobenzyl)-6-methoxy-3,4-dihydroisoquinoline-7-ol